ClC=1C=CC(=NC1)CN1N=C2N([C@H](CCC2)C(=O)O)C1=O |r| (5RS)-2-[(5-Chloropyridin-2-yl)methyl]-3-oxo-2,3,5,6,7,8-hexahydro[1,2,4]triazolo[4,3-a]pyridine-5-carboxylic acid